N-[2-[[(2R)-2-amino-5-guanidino-pentanoyl]amino]ethyl]-4-[[3-[4-(difluoromethoxy)-2,3-difluorophenyl]imidazo[1,2-a]pyrazin-8-yl]amino]-2-ethyl-benzamide formate C(=O)O.N[C@@H](C(=O)NCCNC(C1=C(C=C(C=C1)NC=1C=2N(C=CN1)C(=CN2)C2=C(C(=C(C=C2)OC(F)F)F)F)CC)=O)CCCNC(=N)N